2-chloro-4-methyl-5-hydroxypyrimidine ClC1=NC=C(C(=N1)C)O